(1R,3S)-3-[5-({[4-(methoxymethyl)-2-(methylsulfonyl) phenyl]acetyl} amino)-1H-pyrazol-3-yl]cyclopentyl propylcarbamate C(CC)NC(O[C@H]1C[C@H](CC1)C1=NNC(=C1)NC(CC1=C(C=C(C=C1)COC)S(=O)(=O)C)=O)=O